C=CC=CCC=CCCC=CC 1,3,6,10-dodecatetraene